2-(2,2-Difluoroethyl)-1-(4-hydroxy-6-(2-hydroxypropan-2-yl)pyridin-2-yl)-6-((3-(2-Hydroxyethoxy)-4-(4-methylpiperazin-1-yl)phenyl)amino)-1,2-dihydro-3H-pyrazolo[3,4-d]pyrimidine FC(CN1N(C2=NC(=NC=C2C1)NC1=CC(=C(C=C1)N1CCN(CC1)C)OCCO)C1=NC(=CC(=C1)O)C(C)(C)O)F